(E)-Ethyl 4-ethoxy-2-oxobut-3-enoate C(C)O/C=C/C(C(=O)OCC)=O